tetrahydrofuran-3-yl 2-propylpentanoate C(CC)C(C(=O)OC1COCC1)CCC